C(N1C(=NC(=C1)C(F)(F)F)C1=CC=C(C=C1)CC=1N=CC=2C(N1)=NC(CC2)=O)([2H])([2H])[2H] {4-[1-(2H3)methyl-4-(trifluoromethyl)imidazol-2-yl]phenyl-methyl}pyrido[2,3-d]pyrimidin-7-one